1-(1,3-benzodioxol-5-yl)-N-prop-2-ynylpropan-2-amine O1COC2=C1C=CC(=C2)CC(C)NCC#C